3-methyl-1-(4-piperidyl)azetidin-3-ol CC1(CN(C1)C1CCNCC1)O